4-cyclopropyl-1,2,5-oxadiazole-3-carboxamide C1(CC1)C=1C(=NON1)C(=O)N